FC=1C=CC(=NC1)CC[C@@H](C)[C@H]1CC[C@@H]2[C@@]1(CC[C@@H]1[C@]3(CC[C@@H](CC3=CC[C@@H]21)O)C)C (1R,3aS,3bS,7S,9aR,9bS,11aR)-1-[(2R)-4-(5-fluoropyridin-2-yl)butan-2-yl]-9a,11a-dimethyl-1H,2H,3H,3aH,3bH,4H,6H,7H,8H,9H,9aH,9bH,10H,11H,11aH-cyclopenta[a]phenanthren-7-ol